(S)-2-methyl-1-(2,2,2-trifluoroethyl)piperazine hydrochloride Cl.C[C@@H]1N(CCNC1)CC(F)(F)F